(S)-4-(7-(3,5-difluoro-4-methylphenyl)-5-(2-oxopyrrolidin-1-yl)-7H-pyrrolo[2,3-d]pyrimidin-4-yl)-3-methylpiperazine-1-carboxylic acid tert-butyl ester C(C)(C)(C)OC(=O)N1C[C@@H](N(CC1)C=1C2=C(N=CN1)N(C=C2N2C(CCC2)=O)C2=CC(=C(C(=C2)F)C)F)C